2,4,6-tris(glycidyloxy)-1,3,5-triazine C(C1CO1)OC1=NC(=NC(=N1)OCC1CO1)OCC1CO1